CC1(CNC(NC1)=O)C 5,5-dimethyltetraHydropyrimidin-2-one